COC(N(C)C)OC dimethyl-formamide dimethylacetal